2-(4-(5-(5-((3-Chloro-4-fluorophenyl)carbamoyl)-1-methyl-1H-imidazol-4-yl)-2-hydroxyoctahydropentalen-2-yl)-3-(difluoromethyl)-1H-pyrazol-1-yl)-2-methylpropanoic acid ClC=1C=C(C=CC1F)NC(=O)C1=C(N=CN1C)C1CC2CC(CC2C1)(O)C=1C(=NN(C1)C(C(=O)O)(C)C)C(F)F